ClC1=C(OCC=2OC(=CN2)C(=O)O)C=CC(=C1)Cl ((2,4-dichlorophenoxy)methyl)oxazole-5-carboxylic acid